CN1N=CC(=C1)S(=O)(=O)C1=CC=C(C=C1)CNC(=O)C1=CC=2C(=CN=CC2)O1 N-{[4-(1-methyl-1H-pyrazole-4-sulfonyl)phenyl]methyl}furo[2,3-c]pyridine-2-carboxamide